(2S)-ethyl 6-acetamido-2-(((4-nitrophenoxy)(phenoxy)phosphoryl)amino)hexanoate C(C)(=O)NCCCC[C@@H](C(=O)OCC)NP(=O)(OC1=CC=CC=C1)OC1=CC=C(C=C1)[N+](=O)[O-]